BrCC1=C(C(N=C(N1)C=1SC=CN1)C1=C(C(=CC=C1)F)C)C(=O)OC Methyl 6-(bromomethyl)-4-(3-fluoro-2-methylphenyl)-2-(thiazol-2-yl)-1,4-dihydropyrimidine-5-carboxylate